ClC=1C=CC(=C(C1)C1=CC(N(C=C1OC)C(C(=O)OC(C)(C)C)CCC)=O)N1C=NC(=C1)Cl tert-Butyl 2-{4-[5-chloro-2-(4-chloro-1H-imidazol-1-yl)phenyl]-5-methoxy-2-oxopyridin-1(2H)-yl}pentanoate